N-(4-(2,5-difluorophenyl)-2-(1-morpholinoethyl)pyridin-3-yl)-2-isopropylpyrimidine-5-carboxamide FC1=C(C=C(C=C1)F)C1=C(C(=NC=C1)C(C)N1CCOCC1)NC(=O)C=1C=NC(=NC1)C(C)C